CC(CC)[NH3+] 2-Butanaminium